O(S(=O)(=O)C(F)(F)F)C=1N=C2C(=NC1)N=C(C=C2)Cl 6-Chloropyrido[2,3-b]pyrazin-2-yl triflate